ethyltetramethylbutylmorpholine C(C)C1OC(C(N(C1)CCCC)(C)C)(C)C